CN1C(=NC2=C1C=C(C=C2C)C2=CC=C(C=C2)C2CCN(CC2)C2CCN(CC2)C)C2=CC=C(C=C2)S(=O)(=O)C 1,4-Dimethyl-6-(4-(1'-methyl-[1,4'-bipiperidin]-4-yl)phenyl)-2-(4-(methylsulfonyl)phenyl)-1H-benzo[d]imidazol